NC1=C(C=C(C=N1)C=1C=C2N(N1)CCC21CN(CC1)C(=O)NCC)SC(C)C1CCCCC1 2'-(6-amino-5-{[1-cyclohexylethyl]sulfanyl}pyridin-3-yl)-N-ethyl-5',6'-dihydrospiro[pyrrolidine-3,4'-pyrrolo[1,2-b]pyrazole]-1-carboxamide